(3R)-3-(5-((R)-(1,3-dimethylazetidin-3-yl)(hydroxy)(4-isopropylphenyl)methyl)pyridin-3-yl)-1-methylcyclopentan-1-ol CN1CC(C1)(C)[C@@](C=1C=C(C=NC1)[C@H]1CC(CC1)(O)C)(C1=CC=C(C=C1)C(C)C)O